OC(=O)C(F)(F)F.FC=1C=C(C=CC1F)C1C(C1)NCC1CCN(CC1)CCNC(C1=CC=C(C(=O)NO)C=C1)=O N1-(2-(4-(((2-(3,4-difluorophenyl)cyclopropyl)amino)methyl)piperidin-1-yl)ethyl)-N4-hydroxyterephthalamide TFA salt